N5-(tert-butyl)-N7-((3-methylpyridin-2-yl)methyl)-2-(1-(tetrahydro-2H-pyran-2-yl)-1H-pyrazol-5-yl)thieno[3,2-b]pyridine-5,7-diamine C(C)(C)(C)NC1=CC(=C2C(=N1)C=C(S2)C2=CC=NN2C2OCCCC2)NCC2=NC=CC=C2C